C(C)(C)(C)OC(=O)NC1=C(C=C2C(=N1)C=C(N2COCC[Si](C)(C)C)CN2[C@@](C1=CC=C(C=C1C2=O)F)(C(=O)OC)CC=O)F methyl (s)-2-((5-((tert-butoxycarbonyl)amino)-6-fluoro-1-((2-(trimethylsilyl)ethoxy)methyl)-1H-pyrrolo[3,2-b]pyridin-2-yl)methyl)-5-fluoro-3-oxo-1-(2-oxoethyl)isoindoline-1-carboxylate